Cl.FC(OC1=CC=C(C=C1)C1=CC=C(C=C1)C1=CC=C(N1)C(=O)N)(F)F (2S,5R)-5-{4-[4-(trifluoromethoxy)phenyl]-phenyl}-1H-pyrrole-2-carboxamide hydrochloride